1-(4-(4,4,5,5-tetramethyl-1,3,2-dioxaborolan-2-yl)benzyl)piperidin-4-one CC1(OB(OC1(C)C)C1=CC=C(CN2CCC(CC2)=O)C=C1)C